NCC1=CC(=NC=C1)C=1C=C2CN(C(C2=CC1)=O)C1C(NC(CC1)=O)=O 3-{5-[4-(aminomethyl)pyridin-2-yl]-1-oxo-2,3-dihydro-1H-isoindol-2-yl}piperidine-2,6-dione